(22S,23S,24S)-3beta-bromo-5alpha,22,23-trihydroxy-stigmastan-6-one Br[C@@H]1C[C@@]2(C(C[C@H]3[C@@H]4CC[C@H]([C@@H]([C@@H]([C@H]([C@@H](CC)C(C)C)O)O)C)[C@]4(CC[C@@H]3[C@]2(CC1)C)C)=O)O